3-((4-Hydroxy-1-(1-methylcyclopropanecarbonyl)piperidin-4-yl)methyl)-4-oxo-7-phenyl-4,7-dihydro-3H-pyrrolo[2,3-d]pyrimidine-6-carbonitrile OC1(CCN(CC1)C(=O)C1(CC1)C)CN1C=NC2=C(C1=O)C=C(N2C2=CC=CC=C2)C#N